C(CCCCCCCCCCC)(=O)N([C@@H](CCCCN)C(=O)O)C(CCCCCCCCCCC)=O dilauroyl-lysine